(s)-1-(1-acetylpiperidin-4-yl)-1-(2-isopropylphenyl)-3-(4-((1-methoxypropan-2-yl)oxy)pyridin-3-yl)urea C(C)(=O)N1CCC(CC1)N(C(=O)NC=1C=NC=CC1O[C@H](COC)C)C1=C(C=CC=C1)C(C)C